FC(/C=C/C(=O)NCC1=NN(C2=NC=CC(=C21)CO)C2=CC=C(C=C2)OC(F)(F)F)(F)F (E)-4,4,4-Trifluoro-N-((4-(hydroxymethyl)-1-(4-(trifluoromethoxy)phenyl)-1H-pyrazolo[3,4-b]pyridin-3-yl)methyl)but-2-enamide